N=1ON=C2C1C=CC(=C2)CN2C(C1=CC=CC=C1C2CC2=C(C=NN2C)Cl)=O 2-(benzo[c][1,2,5]oxadiazol-5-ylmethyl)-3-((4-chloro-1-methyl-1H-pyrazol-5-yl)methyl)isoindolin-1-one